C(#N)C1=CC(=C(COC2=CC=CC(=N2)N2CCN(CC2)CC2=NC3=C(N2C[C@H]2OCC2)C=CC=C3)C=C1)F 2-[(4-{6-[(4-Cyano-2-fluorobenzyl)oxy]pyridin-2-yl}piperazin-1-yl)methyl]-1-[(2S)-oxetan-2-ylmethyl]-1H-benzimidazol